3-cyclopentyl-N-cyclopropylpropanamide C1(CCCC1)CCC(=O)NC1CC1